Palladium-silver-lanthanum-cerium-copper-chromium [Cr].[Cu].[Ce].[La].[Ag].[Pd]